3,3-dibromo-6-chloro-1-[2-(trimethylsilyl)ethoxymethyl]pyrrolo[3,2-c]pyridin-2-one BrC1(C(N(C2=C1C=NC(=C2)Cl)COCC[Si](C)(C)C)=O)Br